(1-(pyridin-4-ylmethyl)-1H-pyrazol-3-yl)propanamide N1=CC=C(C=C1)CN1N=C(C=C1)C(C(=O)N)C